4-hydroxylphenylboronic acid OC1=CC=C(C=C1)B(O)O